(S)-N-(6-fluoropyridin-2-yl)-4-((1-((4-chlorophenyl)amino)-1-oxopropan-2-yl)oxy)benzamide FC1=CC=CC(=N1)NC(C1=CC=C(C=C1)O[C@H](C(=O)NC1=CC=C(C=C1)Cl)C)=O